2,4,6-trifluoro-N-(6-((1-methylpiperidin-4-yl)methyl)pyridin-2-yl)benzamide FC1=C(C(=O)NC2=NC(=CC=C2)CC2CCN(CC2)C)C(=CC(=C1)F)F